sulfurate zinc [Zn+2].S([O-])([O-])(=O)=O